3,5-bis(hydroxymethyl)phenol OCC=1C=C(C=C(C1)CO)O